(7S)-2-{5-O-[Bis(4-methoxyphenyl)(phenyl)methyl]-2-O-[tert-butyl(dimethyl)silyl]-β-D-ribofuranosyl}-7-methyl-2,7,8,9-tetrahydro-6-oxa-2,3,5-triazabenzo[cd]azulene COC1=CC=C(C=C1)C(OC[C@@H]1[C@H]([C@H]([C@@H](O1)N1C=C2CC[C@@H](OC=3C2=C1N=CN3)C)O[Si](C)(C)C(C)(C)C)O)(C3=CC=CC=C3)C3=CC=C(C=C3)OC